(E)-3-(4'-((t-butoxycarbonyl)amino)-[1,1'-biphenyl]-3-yl)acrylic acid C(C)(C)(C)OC(=O)NC1=CC=C(C=C1)C1=CC(=CC=C1)/C=C/C(=O)O